N-methyl-6-oxo-piperidine-3-carboxamide CNC(=O)C1CNC(CC1)=O